[Sn+4].C(CCC)C1=C([NH+]=C(N1)CCCC)CCCC tributylimidazolium tin